(1,5-dimethylpyrazol-4-yl)-[(7S)-2,7-dimethyl-3-(3,4,5-trifluorophenyl)-5,7-dihydro-4H-pyrazolo[3,4-c]pyridin-6-yl]methanone CN1N=CC(=C1C)C(=O)N1[C@H](C=2C(CC1)=C(N(N2)C)C2=CC(=C(C(=C2)F)F)F)C